dimethyl 5-(7,8-dichloro-3-fluoro-6-methyl-1,5-naphthyridin-2-yl)pyridin-2-ylphosphonate ClC1=C(N=C2C=C(C(=NC2=C1Cl)C=1C=CC(=NC1)P(OC)(OC)=O)F)C